CO[Hf]OC dimethoxyhafnium